(+)-4-(S)-[1-(2,3-dimethylphenyl)ethyl]-1H-imidazole CC1=C(C=CC=C1C)C(C)C=1N=CNC1